5-bromo-N'-(cyclopropanecarbonyl)-1-(3-fluoro-4-methylbenzyl)-2-oxo-8-((trimethylsilyl)ethynyl)-2,3-dihydro-1H-benzo[b]azepine-4-carbohydrazide BrC=1C2=C(N(C(CC1C(=O)NNC(=O)C1CC1)=O)CC1=CC(=C(C=C1)C)F)C=C(C=C2)C#C[Si](C)(C)C